FCCN1C=C(C=2C1=NC=CC2CC2=CC=C(C=C2)C(F)(F)F)C(=O)NCC2CCC(CC2)C(=O)OC methyl (1r,4r)-4-[[[1-(2-fluoroethyl)-4-[[4-(trifluoromethyl)-phenyl]methyl]pyrrolo[2,3-b]pyridine-3-carbonyl]amino]methyl]cyclohexanecarboxylate